(R)-N-(8,9-difluoro-6-oxo-1,2,3,4,5,6-hexahydrobenzo[c][1,7]naphthyridin-1-yl)-4-(difluoromethyl)-6-fluoro-N-methyl-1H-indole-2-carboxamide FC=1C(=CC2=C(C(NC=3CNC[C@@H](C23)N(C(=O)C=2NC3=CC(=CC(=C3C2)C(F)F)F)C)=O)C1)F